1,3-bis(2,6-di(pent-3-yl)phenyl)imidazolium chloride Palladium [Pd].[Cl-].CCC(CC)C1=C(C(=CC=C1)C(CC)CC)N1C=[N+](C=C1)C1=C(C=CC=C1C(CC)CC)C(CC)CC